ethyl-4-[bis(hydroxypropyl)]aminobenzoate C(C)OC(C1=CC=C(C=C1)N(CCCO)CCCO)=O